4-[[(7S)-1-[2-[(1S)-1-(2,2-difluoro-1,3-benzodioxol-5-yl)ethoxy]-4-pyridyl]-3-(trifluoromethyl)-4,5,6,7-tetrahydroindazol-7-yl]carbamoyl]benzoic acid FC1(OC2=C(O1)C=CC(=C2)[C@H](C)OC2=NC=CC(=C2)N2N=C(C=1CCC[C@@H](C21)NC(=O)C2=CC=C(C(=O)O)C=C2)C(F)(F)F)F